5-(3,6-diazabicyclo[3.1.1]heptane-6-yl)-2-(2,6-dioxopiperidin-3-yl)-4,6-difluoroisoindol C12CNCC(N1C1=C(C3=CN(C=C3C=C1F)C1C(NC(CC1)=O)=O)F)C2